COC1=C(C(=NC=C1C)CSC#N)C (4-methoxy-3,5-dimethylpyridine-2-yl)methyl thiocyanate